(R)-5-(3-aminopiperidin-1-yl)-N-(2-methoxy-4-(morpholinomethyl)phenyl)pyrazolo[1,5-a]pyrimidine-3-carboxamide N[C@H]1CN(CCC1)C1=NC=2N(C=C1)N=CC2C(=O)NC2=C(C=C(C=C2)CN2CCOCC2)OC